N-(8-(4,4-difluoropiperidin-1-yl)-3-fluoro-2-methylimidazo[1,2-a]pyrazin-6-yl)-4-iodo-2-(6-Azaspiro[2.5]octane-6-yl)benzamide FC1(CCN(CC1)C=1C=2N(C=C(N1)NC(C1=C(C=C(C=C1)I)N1CCC3(CC3)CC1)=O)C(=C(N2)C)F)F